COC(/C(/CC(C1=CC=CC=C1)=O)=C/C1=CC=CC=C1)=O (E)-2-benzylidene-4-oxo-4-phenylbutyric acid methyl ester